4-(3-chloro-5-chloro-2-(4-(trifluoromethyl)-1H-1,2,3-triazol-1-yl)phenyl)-pyridin ClC=1C(=C(C=C(C1)Cl)C1=CC=NC=C1)N1N=NC(=C1)C(F)(F)F